1-(5-(5-((5,8-Difluoro-4-oxo-3,4-dihydrophthalazin-1-yl)methyl)-2-fluorophenyl)-1H-benzoimidazol-2-yl)-3-ethylurea FC1=C2C(NN=C(C2=C(C=C1)F)CC=1C=CC(=C(C1)C1=CC2=C(NC(=N2)NC(=O)NCC)C=C1)F)=O